C1NCC12CCN(CC2)CC2=NOC(=C2)C(F)(F)F 3-(2,7-diazaspiro[3.5]nonan-7-ylmethyl)-5-(trifluoromethyl)isoxazole